[3-[4-[1-(trifluoromethyl)cyclopropyl]phenyl]azetidin-1-yl]methanone FC(C1(CC1)C1=CC=C(C=C1)C1CN(C1)C=O)(F)F